CS(=O)(=O)C1=C2C(C(=NN(C2=CC=C1)C1=CC=C(C=C1)OC(F)(F)F)C(=O)OCC(C)(C)C)=O 2,2-dimethylpropyl 5-methylsulfonyl-4-oxo-1-[4-(trifluoromethoxy)phenyl]cinnoline-3-carboxylate